C(#N)[C@@H](C[C@H]1C(NCC1)=O)NC(=O)[C@H]1N([C@@H]2CC([C@H]1CC2)(F)F)C([C@@H](NC(C(F)(F)F)=O)CC(C)C)=O (1S,3S,4S)-N-((R)-1-cyano-2-((S)-2-oxopyrrolidin-3-yl)ethyl)-5,5-difluoro-2-((2,2,2-trifluoroacetyl)-L-leucyl)-2-azabicyclo[2.2.2]octane-3-carboxamide